FC(S(=O)(=O)[O-])(F)F.FC(S(=O)(=O)[O-])(F)F.[Pd+2] palladium (II) bis(trifluoromethanesulfonate)